[N+](=O)([O-])C=1C(=NC(=C(N1)[N+](=O)[O-])N)N 3,5-dinitropyrazine-2,6-diamine